5-bromo-7-(tetrahydro-2H-pyran-4-yl)pyrrolo[2,1-f][1,2,4]triazin-4-amine BrC=1C=C(N2N=CN=C(C21)N)C2CCOCC2